NC(C#N)C1=CN=CC2=CC=CC(=C12)C1CC1 2-amino-2-(5-cyclopropyl-4-isoquinolyl)acetonitrile